1,4-Diaminonaphthalene NC1=CC=C(C2=CC=CC=C12)N